7-((6-(2-(trifluoromethyl)-10H-phenothiazin-10-yl)hexyl)oxy)-3,4-dihydro-quinolin-2(1H)-one FC(C1=CC=2N(C3=CC=CC=C3SC2C=C1)CCCCCCOC1=CC=C2CCC(NC2=C1)=O)(F)F